2-([1,1'-biphenyl]-4-yl)-4-(3-(7,9-diphenyldibenzo[b,d]thiophen-4-yl)phenyl)-6-phenyl-1,3,5-triazine C1(=CC=C(C=C1)C1=NC(=NC(=N1)C1=CC(=CC=C1)C1=CC=CC2=C1SC1=C2C(=CC(=C1)C1=CC=CC=C1)C1=CC=CC=C1)C1=CC=CC=C1)C1=CC=CC=C1